ClC1=NC=CC=C1CC(=O)C1=C(C=CC=C1F)F 2-(2-chloropyridin-3-yl)-1-(2,6-difluorophenyl)ethan-1-one